O=C1NC2=CC=NC=C2C=C1 oxo-1H-1,6-naphthyridine